5,10,15-Tris(3-hydroxyphenyl)-20-[4-((2-((2-(((((1R,8S,9s)-bicyclo[6.1.0]non-4-yn-9-yl)methoxy)carbonyl)amino)ethyl)disulfanyl)ethyl)amino)tetrafluorophenyl]porphyrin OC=1C=C(C=CC1)C=1C2=CC=C(N2)C(=C2C=CC(C(=C3C=CC(=C(C=4C=CC1N4)C4=CC(=CC=C4)O)N3)C3=CC(=CC=C3)O)=N2)C2=C(C(=C(C(=C2F)F)NCCSSCCNC(=O)OCC2[C@H]3CCC#CCC[C@@H]23)F)F